N-[3-[5-(4-Chlorophenyl)-1H-pyrazolo[3,4-b]pyridin-3-carbonyl]-2,6-difluorophenyl]propan-1-sulfonamid ClC1=CC=C(C=C1)C=1C=C2C(=NC1)NN=C2C(=O)C=2C(=C(C(=CC2)F)NS(=O)(=O)CCC)F